N-((5-phenylisoxazol-3-yl)methyl)-1-(2,2,2-trifluoroethyl)-1H-1,2,3-triazole-4-carboxamide C1(=CC=CC=C1)C1=CC(=NO1)CNC(=O)C=1N=NN(C1)CC(F)(F)F